N-((1R,3S)-3-isopropyl-3-{[3-(trifluoromethyl)-7,8-dihydro-1,6-naphthyridin-6(5H)-yl]carbonyl}cyclopentyl)-N-[(3S,4S)-3-methoxytetrahydro-2H-pyran-4-yl]amine C(C)(C)[C@]1(C[C@@H](CC1)N[C@@H]1[C@@H](COCC1)OC)C(=O)N1CC=2C=C(C=NC2CC1)C(F)(F)F